C(C)(C)(C)OC(=O)N1OCC[C@H]1C1=COC(=C1)C (S)-3-(5-methylfuran-3-yl)isoxazolidine-2-carboxylic acid tert-butyl ester